4-((3,4-dichloro-2-fluorophenyl)amino)-7-methoxyquinoline-3-carbonitrile ClC=1C(=C(C=CC1Cl)NC1=C(C=NC2=CC(=CC=C12)OC)C#N)F